1,3,5-tris(1'-ethynyl-3'-formyl-4'-hydroxy-5'-isobutylphenyl)benzene C(#C)C1(CC(=C(C(=C1)CC(C)C)O)C=O)C1=CC(=CC(=C1)C1(CC(=C(C(=C1)CC(C)C)O)C=O)C#C)C1(CC(=C(C(=C1)CC(C)C)O)C=O)C#C